2-(6-(6-((5-methoxypyridin-2-yl)methyl)-3,6-diazabicyclo[3.1.1]heptan-3-yl)pyridin-3-yl)-6-methyl-N-(5-methyl-1H-pyrazol-3-yl)pyrimidin-4-amine COC=1C=CC(=NC1)CN1C2CN(CC1C2)C2=CC=C(C=N2)C2=NC(=CC(=N2)NC2=NNC(=C2)C)C